FC(C1=C(OCC2=C(C=C(C=C2)C(CC(=O)OCC)\C=C\[N+](=O)[O-])OC)C=CC(=C1)C(F)(F)F)(F)F ethyl (E)-3-[4-[[2,4-bis(trifluoromethyl)phenoxy]methyl]-3-methoxy-phenyl]-5-nitro-pent-4-enoate